C[C@]12CC[C@H]3[C@]([C@@H]1CC4=C(O2)C=CC(=C4)C(=O)OC)(C[C@H]([C@@H]5[C@@]3([C@@H](CCC5(C)C)O)C)O)C The molecule is a diterpenoid natural product obtained from the cyanobacterium Tolypothrix nodosa. It shows strong anti-inflammatory activity in the mouse ear edema assay. It has a role as a metabolite and an anti-inflammatory agent. It is a diterpenoid, a diol, a secondary alcohol, a polycyclic ether, an oxacycle, an organic heteropentacyclic compound and a methyl ester.